C12C(C3CC(CC(C1)C3)C2)CCCNC(=O)NCC2=NN(C(=C2C)C2=CC=C(C=C2)Cl)C2=C(C=C(C=C2)Cl)Cl 1-(3-((1r,3r,5r,7r)-adamantan-2-yl)propyl)-3-((5-(4-chloro-phenyl)-1-(2,4-dichlorophenyl)-4-methyl-1H-pyrazol-3-yl)-methyl)urea